tert-butyl (2S,3R)-2-[(3-{[6-(aminomethyl)-3-methylpyridin-2-yl](difluoro)methyl}-2-fluorophenyl)methyl]-3-[(ethanesulfonyl)amino]-4,4-difluoropyrrolidine-1-carboxylate NCC1=CC=C(C(=N1)C(C=1C(=C(C=CC1)C[C@@H]1N(CC([C@@H]1NS(=O)(=O)CC)(F)F)C(=O)OC(C)(C)C)F)(F)F)C